BrC=1C=C(C=C(C1)C(=O)NN)C(=O)NN 5-Bromo-1,3-benzenedihydrazide